(E)-N-(2-benzoyl-3-p-chlorophenyl-allyl)-4-toluenesulfonamide C(C1=CC=CC=C1)(=O)\C(\CNS(=O)(=O)C1=CC=C(C)C=C1)=C\C1=CC=C(C=C1)Cl